C1(=CC=CC2=CC=CC=C12)C(C)N1CCC(CC1)N(C(CC1=CC=CC=C1)=O)CC(=O)NCC(=O)NC/C=C/C(=O)OC methyl (E)-4-(2-(2-(N-(1-(1-(naphthalen-1-yl)ethyl)piperidin-4-yl)-2-phenylacetamido)acetamido)acetamido)but-2-enoate